COC1=C(C=C(C(=O)N)C=C1)OCCCOC 4-methoxy-3-(3-methoxypropoxy)benzamide